2,2-dimethyl-1-(2-nitro-4,5-bis(pentyloxy)phenyl)propan-1-ol CC(C(O)C1=C(C=C(C(=C1)OCCCCC)OCCCCC)[N+](=O)[O-])(C)C